{3-fluoro-4-[1-isopropyl-4-(trifluoromethyl)imidazol-2-yl]-2-methoxyphenyl}methanol FC=1C(=C(C=CC1C=1N(C=C(N1)C(F)(F)F)C(C)C)CO)OC